C(C)C1=NN=C2N1C1=C(C(=C(C=C1NC2(C)C)F)C(=O)O)F 1-ethyl-7,9-difluoro-4,4-dimethyl-4,5-dihydro-[1,2,4]triazolo[4,3-a]quinoxaline-8-carboxylic acid